COCCOCCN1N=NN=C1S 1-[2-(2-methoxyethoxy)ethyl]tetrazole-5-thiol